2-phenyl-1H-indole-3-carboxylic acid ethyl ester C(C)OC(=O)C1=C(NC2=CC=CC=C12)C1=CC=CC=C1